(+)-2,2-dimethyl-4,5-((diphenylphosphino)dimethyl)dioxolane CC1(O[C@@H]([C@H](O1)CP(C2=CC=CC=C2)C3=CC=CC=C3)CP(C4=CC=CC=C4)C5=CC=CC=C5)C